O1C(OCCC1)C=1C(=NC=NC1)OCC1=CC=C(C=C1)C(F)(F)F 5-(1,3-Dioxan-2-yl)-4-[[4-(trifluoromethyl)phenyl]methoxy]pyrimidine